tert-butyl (R)-3-((S)-3-(3-bromophenyl)-1-(tert-butoxy)-1-oxopropane-2-yl-3,3-d2)pyrrolidine-1-carboxylate BrC=1C=C(C=CC1)C([C@H](C(=O)OC(C)(C)C)[C@@H]1CN(CC1)C(=O)OC(C)(C)C)([2H])[2H]